N-[5-(2-Chloro-6-methyl-4-pyridyl)-4-(3-cyanophenyl)thiazol-2-yl]-4-methyl-piperazine-1-carboxamide ClC1=NC(=CC(=C1)C1=C(N=C(S1)NC(=O)N1CCN(CC1)C)C1=CC(=CC=C1)C#N)C